CNC1=NC=NC(=C1C1=CC=C(C=C1)Cl)C=1C=NN(C1)CC1=CC=C(C=C1)C(F)(F)F N-methyl-[5-(p-chlorophenyl)-6-(1-{[p-(trifluoromethyl)phenyl]methyl}-1H-pyrazol-4-yl)-4-pyrimidinyl]amine